1-[5-fluoro-2-(methoxymethoxy)phenyl]Imidazolidin-2-one FC=1C=CC(=C(C1)N1C(NCC1)=O)OCOC